OP(O)OP(O)O.C(CCCCCCCCCCC)C(O)(C(CO)(CO)CO)CCCCCCCCCCCC dilaurylpentaerythritol diphosphite